5-CYCLOPROPOXYPICOLINALDEHYDE C1(CC1)OC=1C=CC(=NC1)C=O